N1=CC(=CC=C1)CC=1C=CC(=NC1)C(C(=O)N)C (5-(pyridin-3-ylmethyl)pyridin-2-yl)propanamide